N-[(3-amino-4-bromophenyl)methyl]-6-cyclopropoxy-N-(2-methanesulfonylpyridin-3-yl)pyridine-3-carboxamide NC=1C=C(C=CC1Br)CN(C(=O)C=1C=NC(=CC1)OC1CC1)C=1C(=NC=CC1)S(=O)(=O)C